5-Butyl-1,3,3-trimethyloctahydrobenzo[c]isoxazol C(CCC)C1CC2C(N(OC2(C)C)C)CC1